F[C@@H]1[C@@H]2CCC[C@H](C[C@H]1OC1=CC=C(N=N1)C1=C(C=C(C=C1)C=1C=NN(C1)C)O)N2 2-(6-(((1s,2r,3r,5r)-2-fluoro-9-azabicyclo[3.3.1]non-3-yl)oxy)pyridazin-3-yl)-5-(1-methyl-1H-pyrazol-4-yl)phenol